ethyl (4-pyridinecarboxylate) N1=CC=C(C=C1)C(=O)OCC